CC1=C(OC2=C1C=C(C=C2)S(N(CCC2=CC=CC=C2)C2=CC=C(C=C2)N2CCN(CC2)C(C2=CC=CC=C2)=O)(=O)=O)C(=O)O 3-methyl-5-(N-(4-(4-benzoylpiperazin-1-yl)phenyl)-N-phenethylsulfamoyl)benzofuran-2-carboxylic acid